N1N=NC(=C1)CNC(=O)[C@H]1N2C3=C(C=CC=C3C1)CC[C@@H](C2=O)NC([C@H](C(C)C)NC(C2=CC=C(C=C2)F)=O)=O (2S,5S)-5-[(S)-2-(4-Fluoro-benzoylamino)-3-methyl-butyrylamino]-4-oxo-1,2,4,5,6,7-hexahydro-azepino[3,2,1-hi]indole-2-carboxylic acid (1H-[1,2,3]triazol-4-ylmethyl)-amide